FC(C1CN(CCO1)CC1=CC(=C2CN(C(C2=C1)=O)C1=CC(=CC=C1)C1(COC1)CC1=NN=CN1C)C(F)(F)F)F 6-{[2-(difluoromethyl)morpholin-4-yl]methyl}-2-(3-{3-[(4-methyl-1,2,4-triazol-3-yl)methyl]oxetan-3-yl}phenyl)-4-(trifluoromethyl)-3H-isoindol-1-one